3-(5-(3-(4-(6-amino-8-oxo-7-(4-phenoxyphenyl)-7,8-dihydro-9H-purin-9-yl)-[1,4'-bipiperidin]-1'-yl)prop-1-yn-1-yl)-1-oxoisoindolin-2-yl)piperidine-2,6-dione 2,2,2-trifluoroacetate FC(C(=O)O)(F)F.NC1=C2N(C(N(C2=NC=N1)C1CCN(CC1)C1CCN(CC1)CC#CC=1C=C2CN(C(C2=CC1)=O)C1C(NC(CC1)=O)=O)=O)C1=CC=C(C=C1)OC1=CC=CC=C1